Cl.OCCC1=C(NC2=CC=C(C=C12)C1CCNCC1)C1=C(C=NC(=C1)C)O 4-(3-(2-hydroxyethyl)-5-(piperidin-4-yl)-1H-indol-2-yl)-6-methylpyridin-3-ol hydrochloride